Cl.Cl.O1CCCC2=CC=C(C=C12)C(C)N1CCNCC1 1-(1-(chroman-7-yl)ethyl)piperazine dihydrochloride